N1=C(C=CC=C1)CC1=C(C(=O)N)C=CC=N1 (pyridin-2-ylmethyl)nicotinamide